C(C)OC(C1=C(C=CC(=C1)C1C=2C(NC(C1)=O)=NNC2)OCC2=C(C=CC=C2)C(F)(F)F)=O 5-{6-Oxo-2H,4H,5H,6H,7H-pyrazolo[3,4-b]pyridin-4-yl}-2-{[2-(trifluoromethyl)phenyl]methoxy}benzoic acid ethyl ester